BrC1=C(C(=C(N)C(=C1)C)C)F 4-bromo-3-fluoro-2,6-dimethylaniline